(±)-tert-butyl 3-aminopyrrolidine-1-carboxylate N[C@H]1CN(CC1)C(=O)OC(C)(C)C |r|